tert-butyl N-[(E)-(4-methoxyphenyl)methyleneamino]carbamate COC1=CC=C(C=C1)\C=N\NC(OC(C)(C)C)=O